NC1CN(CCCC1)C1=NN(C(C2=CC=CC=C12)=O)C1=CC=C(C=C1)F 4-(3-Aminoazepan-1-yl)-2-(4-fluorophenyl)phthalazin-1(2H)-one